N(=[N+]=[N-])[C@H](CC1=CC=CC=C1)C (S)-(2-azidopropyl)benzene